2-[(4-imidazolylphenoxy)methyl] ethylene oxide N1C(=NC=C1)C1=CC=C(OCC2CO2)C=C1